CCCCCCCCC(CCCCCCCC)OC(CCCCCCCN(CCNC(=O)CCC(=O)NCCN(CCCCCCCC(=O)OC(CCCCCCCC)CCCCCCCC)CCCCCCCC(=O)OCCCCCCCCC)CCCCCCCC(=O)OCCCCCCCCC)=O heptadecan-9-yl 8-[(2-{3-[(2-{[8-(heptadecan-9-yloxy)-8-oxooctyl][8-(nonyloxy)-8-oxooctyl]amino}ethyl)carbamoyl]propanamido}-ethyl)[8-(non-yloxy)-8-oxo-octyl]amino]-octanoate